CC1(OCCC(C1)NC=1N=NC=C2C1C=NC=C2)C N-(2,2-dimethyloxan-4-yl)pyrido[3,4-d]pyridazin-4-amine